P(=O)(O)(O)OCC(CCCCCCCCCC)CCCCCCCC (2-octyl-dodecanol) phosphate